silver potassium dichromate [Cr](=O)(=O)([O-])O[Cr](=O)(=O)[O-].[K+].[Ag+]